C([C@@H](C(=O)[O-])[NH3+])S The molecule is a cysteine zwitterion. It is a conjugate base of a L-cysteinium. It is a conjugate acid of a L-cysteinate(1-). It is an enantiomer of a D-cysteine zwitterion. It is a tautomer of a L-cysteine.